(2S,5R)-6-(benzyloxy)-2-(((tert-butyldimethylsilyl)oxy)methyl)-3-methyl-1,6-diazabicyclo[3.2.1]oct-3-en-7-one C(C1=CC=CC=C1)ON1[C@@H]2C=C([C@H](N(C1=O)C2)CO[Si](C)(C)C(C)(C)C)C